ClC1=C(CC=2NC=C(N2)C2=CC=CC=C2)C=CC=C1Cl 2-(2,3-Dichlorobenzyl)-4-phenylimidazole